C#CC1=CC2=C3C(=C1)C=CC4=CC(=CC(=C43)C=C2)C#C diethynylpyrene